N-[1-(Cyanomethyl-carbamoyl)-cyclohexyl]-4-(1-isopropyl-piperidin-4-yl)-benzamide C(#N)CNC(=O)C1(CCCCC1)NC(C1=CC=C(C=C1)C1CCN(CC1)C(C)C)=O